CC(C)(C)C=1C=C(C=C(C1O)C(C)(C)C)CCC(=O)N 3,5-bis(1,1-dimethylethyl)-4-hydroxyl-benzenepropanamide